4-(2-fluoro-5-((1-methylcyclobutyl)methoxy)-3-(4,4,5,5-tetramethyl-1,3,2-dioxaborolan-2-yl)phenyl)-1,3,5-trimethyl-1H-pyrazole FC1=C(C=C(C=C1B1OC(C(O1)(C)C)(C)C)OCC1(CCC1)C)C=1C(=NN(C1C)C)C